CC1=CCCO1 2,3-dihydro-5-methylfuran